5-methyl-6(5H)-phenanthridinone CN1C=2C=CC=CC2C2=CC=CC=C2C1=O